CN1C(=NC=2C1=NC(=CC2)C(=O)N)C dimethyl-3H-imidazo[4,5-b]pyridine-5-carboxamide